1,3,5-tri(4-tert-butyl-3-hydroxy-2,6-dimethylbenzyl)-1,3,5-triazine-2,4,6(1H,3H)-trione C(C)(C)(C)C1=C(C(=C(CN2C(N(C(N(C2=O)CC2=C(C(=C(C=C2C)C(C)(C)C)O)C)=O)CC2=C(C(=C(C=C2C)C(C)(C)C)O)C)=O)C(=C1)C)C)O